Diethyl (Z)-2-benzyl-6,6-difluoro-4-isopentyl-3-methylhept-2-enedioate C(C1=CC=CC=C1)/C(/C(=O)OCC)=C(/C(CC(C(=O)OCC)(F)F)CCC(C)C)\C